ClC=1C(=C(C=CC1)[C@@H](C)O)F (R)-1-(chloro-2-fluorophenyl)ethan-1-ol